[N-](S(=O)(=O)C(F)(F)F)S(=O)(=O)C(F)(F)F.C(CCC)[P+](C)(CCCC)CCCC Tributylmethylphosphonium bis(trifluoromethylsulfonyl)imide